4-(bis(4-methoxybenzyl)amino)pyrrolo[2,1-f][1,2,4]triazine-7-carboxylic acid COC1=CC=C(CN(C2=NC=NN3C2=CC=C3C(=O)O)CC3=CC=C(C=C3)OC)C=C1